{2-cyclopropyl-4-[4-(2-methoxy-phenyl)-piperidin-1-yl]-quinazolin-8-yl}-methyl-propyl-amine C1(CC1)C1=NC2=C(C=CC=C2C(=N1)N1CCC(CC1)C1=C(C=CC=C1)OC)N(CCC)C